C(C)C(COC1=C2C(SC=C2)=C(C2=C1SC=C2)OCC(CCCC)CC)CCCC 4,8-bis-(2-ethylhexyl-oxy)-benzo(1,2-b:4,5-b')dithiophene